tert-Butyl (R)-(2-(5-(1-((2-cyano-6,7-dimethoxyquinazolin-4-yl)amino)ethyl)thiophene-3-yl)benzyl)(methyl)carbamate C(#N)C1=NC2=CC(=C(C=C2C(=N1)N[C@H](C)C1=CC(=CS1)C1=C(CN(C(OC(C)(C)C)=O)C)C=CC=C1)OC)OC